C1=CC=CC=2C3=CC=CC=C3N(C12)CCCCOC=1C=C2C=CC(=CC2=CC1)C#N 6-(4-(9H-carbazole-9-yl)butoxy)-2-naphthalonitrile